(1S,2R,4aS,6aS,6bR,8aR,16aR,16bR,18bS)-1,2,6a,6b,9,9,16a-heptamethyl-15-phenoxy-1,2,3,4,4a,5,6,6a,6b,7,8,8a,9,16,16a,16b,17,18b-octadecahydrochryseno[1,2-b]acridine-4a-carboxylic acid C[C@H]1[C@@H](CC[C@@]2(CC[C@]3([C@@]4(CC[C@@H]5[C@](CC6=C(C7=CC=CC=C7N=C6C5(C)C)OC5=CC=CC=C5)([C@H]4CC=C3[C@H]12)C)C)C)C(=O)O)C